1-(but-3-yn-1-ylsulfonyl)piperidin-4-amine methanesulfonate CS(=O)(=O)O.C(CC#C)S(=O)(=O)N1CCC(CC1)N